COC(C=C(C)I)=O 3-iodo-but-2-enoic acid methyl ester